5-[(6-cyanopyridin-2-yl)amino]-3-[4-(difluoromethanesulfonamido)phenyl]-1H-pyrazole-4-carboxamide C(#N)C1=CC=CC(=N1)NC1=C(C(=NN1)C1=CC=C(C=C1)NS(=O)(=O)C(F)F)C(=O)N